monochlorophenol ClC1=CC=C(C=C1)O